2-(4-((4-((1-cyclopropyl-3-phenyl-1H-pyrazol-4-yl)oxy)pyridin-2-yl)amino)pyridin-2-yl)propan-2-ol C1(CC1)N1N=C(C(=C1)OC1=CC(=NC=C1)NC1=CC(=NC=C1)C(C)(C)O)C1=CC=CC=C1